tert-butyl 2,7-diazaspiro[3.5]nonane-2,7-dicarboxylate C1N(CC12CCN(CC2)C(=O)[O-])C(=O)OC(C)(C)C